N-(1,2-Dimethylpiperidin-4-yl)-N-methyl-5-[5-(1H-pyrazol-4-yl)pyrazin-2-yl][1,3]thiazolo[5,4-d][1,3]thiazol-2-amin CN1C(CC(CC1)N(C=1SC=2N=C(SC2N1)C1=NC=C(N=C1)C=1C=NNC1)C)C